FC(C1=NN=C2N1N=C(C=C2)C=2C=NN(C2)C)(C2=NC1=CC=CC=C1C=C2)F difluoro[6-(1-methyl-1H-pyrazol-4-yl)[1,2,4]triazolo[4,3-b]pyridazin-3-yl]methyl-(quinoline)